Aminomethylmethylcyclohexylamin NCN(C1CCCCC1)C